hydroxyacetic acid ammonium salt [NH4+].OCC(=O)[O-]